N[C@@H](CCC(=O)O)C(=O)[O-].[Na+] Monosodium glutamate